C(C)(C)(C)NS(=O)(=O)C1=CC(=CC=C1)NC1=NC(=NC=C1C)NC1=CC=C(C=C1)N1CCN(CC1)C(CCCCCNC1=C2C(N(C(C2=CC=C1)=O)C1C(NC(CC1)=O)=O)=O)=O N-(tert-butyl)-3-((2-((4-(4-(6-((2-(2,6-dioxopiperidin-3-yl)-1,3-dioxoisoindolin-4-yl)amino)hexanoyl)piperazin-1-yl)phenyl)amino)-5-methylpyrimidin-4-yl)amino)benzenesulfonamide